CN1N=C(C2=CC=CC=C2C1=O)C(=O)N1CCN(CC1)C=1C=C(C=C(C#N)C1)C#N 5-(4-(3-methyl-4-oxo-3,4-dihydrophthalazine-1-carbonyl)piperazin-1-yl)isophthalonitrile